COC(=O)[C@H]1N(CC=C1)C(=O)OC(C)(C)C (2S)-2,5-dihydro-1H-pyrrole-1,2-dicarboxylic acid 1-tert-butyl 2-methyl ester